6-hydroxy-4-methylheptyl pentyloxymethyl ether C(CCCC)OCOCCCC(CC(C)O)C